(S*)-N5-((1R,5S,6r)-3-oxabicyclo[3.1.0]hexan-6-yl)-N7,3-dimethyl-3-phenyl-2,3-dihydrobenzofuran-5,7-dicarboxamide [C@H]12COC[C@@H]2C1NC(=O)C=1C=C(C2=C([C@@](CO2)(C2=CC=CC=C2)C)C1)C(=O)NC |o1:14|